C1(=CC=CC=C1)C(=O)[C@]12C3=C(S[C@]1(C[C@@H]2C2=NC=CC=C2)CCC)C=CC=C3 phenyl((1S,2aS,7bS)-2a-propyl-1-(pyridin-2-yl)-2,2a-dihydrobenzo[b]cyclobuta[d]thiophen-7b(1H)-yl)methanone